3-chloro-4-[(3,5-difluoro-2-pyridinyl)methoxy]-1-[2-[2-(3-hydroxyoxetan-3-yl)pyrimidin-4-yl]-5-methyl-4-pyridinyl]-6-methyl-pyridin-2-one ClC=1C(N(C(=CC1OCC1=NC=C(C=C1F)F)C)C1=CC(=NC=C1C)C1=NC(=NC=C1)C1(COC1)O)=O